(S)-6-(((1-(1-(tert-butyl)piperidin-4-yl)-1H-1,2,3-triazol-4-yl)(2-methylpyridin-3-yl)methyl)amino)-8-chloro-4-((3-chlorophenyl)amino)quinoline-3-carbonitrile C(C)(C)(C)N1CCC(CC1)N1N=NC(=C1)[C@H](C=1C(=NC=CC1)C)NC=1C=C2C(=C(C=NC2=C(C1)Cl)C#N)NC1=CC(=CC=C1)Cl